OC1=CC=C(C=C1)N1C=NC2=C1C=C(C=C2)C(=O)OCC ethyl 1-(4-hydroxyphenyl)-1H-benzo[d]imidazole-6-carboxylate